CC1=CC(C(C1C)C)=O 3,4,5-trimethyl-2-cyclopentenone